FC1=C(CC2=NC=CC(=C2)N2N=CC=3CNCCC32)C=CC=C1C(F)(F)F 1-(2-(2-fluoro-3-(trifluoromethyl)benzyl)pyridin-4-yl)-1,5,6,7-tetrahydro-4H-pyrazolo[4,3-c]pyridin